t-butyldimethyl-(t-amyl-peroxy)silane C(C)(C)(C)[Si](OOC(C)(C)CC)(C)C